N-methyl-N-phenyl-2-(1,2,3,4-tetrahydroquinoline-1-carbonyl)benzenesulfonamide CN(S(=O)(=O)C1=C(C=CC=C1)C(=O)N1CCCC2=CC=CC=C12)C1=CC=CC=C1